S1(CC(C=C1)=O)(=O)=O 2,3-dihydro-1lambda6-thiophene-1,1,3-trione